Racemic-2-(1-((1-phenyl-1H-tetrazol-5-yl)sulfonyl)propan-2-yl)pyridine tert-butyl-(E)-(4-(2-amino-5-carbamoyl-1H-benzo[d]imidazol-1-yl)but-2-en-1-yl)carbamate C(C)(C)(C)N(C(O)=O)C\C=C\CN1C(=NC2=C1C=CC(=C2)C(N)=O)N.C2(=CC=CC=C2)N2N=NN=C2S(=O)(=O)C[C@H](C)C2=NC=CC=C2 |r|